OC(C#CCN1C[C@H](C[C@@H]1COC)N1N=CC(=C1NC)C(=O)N)(C)C 1-[(3s,5r)-1-(4-hydroxy-4-methylpent-2-ynyl)-5-(methoxymethyl)pyrrolidin-3-yl]-5-(methylamino)pyrazole-4-carboxamide